C1(CCCCC1)C[C@H](C(=O)N1CC(C(CC1)(O)CN1C=NC(=CC1=O)C1=CC=C(C=C1)CO)(C)C)C 3-((1-((R)-3-cyclohexyl-2-methylpropanoyl)-4-hydroxy-3,3-dimethylpiperidin-4-yl)methyl)-6-(4-(hydroxymethyl)phenyl)pyrimidin-4(3H)-one